(S)-2-(((S)-8-chloro-6-fluoro-1,2,3,4-tetrahydronaphthalen-2-yl)amino)pentanoic acid ClC=1C=C(C=C2CC[C@@H](CC12)N[C@H](C(=O)O)CCC)F